O=C([C@H](O)[C@@H](O)[C@H](O)[C@H](O)CO)[O-].[Sn+4].O=C([C@H](O)[C@@H](O)[C@H](O)[C@H](O)CO)[O-].O=C([C@H](O)[C@@H](O)[C@H](O)[C@H](O)CO)[O-].O=C([C@H](O)[C@@H](O)[C@H](O)[C@H](O)CO)[O-] tin (IV) gluconate